methyl 4-(4-aminobutanamido)-2-((1-aminocyclopropyl)ethynyl)benzoate NCCCC(=O)NC1=CC(=C(C(=O)OC)C=C1)C#CC1(CC1)N